FC=1C=C2C(=NC=NC2=CC1)N1CC=2C=C(C=NC2CC1)N1C[C@@H](OCC1)C1=CC=CC=C1 (S)-4-(6-(6-fluoroquinazolin-4-yl)-5,6,7,8-tetrahydro-1,6-naphthyridin-3-yl)-2-phenylmorpholine